4-(2-hydroxy-prop-2-yl)benzamide hydrochloride Cl.OC(C)(C)C1=CC=C(C(=O)N)C=C1